BrC=1C(=NN(C1)C)CC(=O)OC methyl 2-(4-bromo-1-methyl-1H-pyrazol-3-yl)acetate